CC1=C(OC=2CCC3=CN(N=C3C21)CC2=CC=NC=C2)C(=O)OCC ethyl 8-methyl-2-[(pyridin-4-yl)methyl]-4,5-dihydro-2H-furo[2,3-g]indazole-7-carboxylate